3-[6-[(6-methoxy-2-methyl-3,4-dihydro-1H-isoquinolin-7-yl)amino]pyrazolo[3,4-d]pyrimidin-1-yl]propan-1-ol COC=1C=C2CCN(CC2=CC1NC1=NC=C2C(=N1)N(N=C2)CCCO)C